allyl 7-(((((S)-1-oxo-1-propoxypropan-2-yl)amino)(phenoxy)phosphoryl)methyl)-2-naphthoate O=C([C@H](C)NP(=O)(OC1=CC=CC=C1)CC1=CC=C2C=CC(=CC2=C1)C(=O)OCC=C)OCCC